7-fluoro-N-(4-methoxyphenethyl)-N-(prop-2-yn-1-yl)benzo[d]thiazol-2-amine FC1=CC=CC=2N=C(SC21)N(CC#C)CCC2=CC=C(C=C2)OC